2-oxo-2-(spiro[5.5]undecan-3-ylamino)acetic acid O=C(C(=O)O)NC1CCC2(CC1)CCCCC2